COC(=O)C=1C=CC2=C(N(C(=N2)CC2=C3C=CNC3=C(C=C2)B2OC(C(O2)(C)C)(C)C)C[C@H]2OCC2)C1 (S)-1-(oxetan-2-ylmethyl)-2-((7-(4,4,5,5-tetramethyl-1,3,2-dioxaborolan-2-yl)-1H-indol-4-yl)methyl)-1H-benzo[d]imidazole-6-carboxylic acid methyl ester